N,N-dimethyl-formamide Tetraphosphat OP(O)(=O)OP(=O)(O)OP(=O)(O)OP(=O)(O)O.CN(C=O)C